tert-butyl-6,6-difluoro-3-{[8-(1-methyl-6-oxopyridazin-4-yl)-6H-isochromeno[3,4-b]pyridin-3-yl]oxy}-8-azabicyclo[3.2.1]octane-8-carboxylate C(C)(C)(C)OC(=O)N1C2CC(CC1C(C2)(F)F)OC2=CC=C1C(=N2)OCC=2C=C(C=CC21)C=2C=NN(C(C2)=O)C